(S)-tert-Butyl 3-((4-cyanopyridin-2-yl)oxy)piperidine-1-carboxylate C(#N)C1=CC(=NC=C1)O[C@@H]1CN(CCC1)C(=O)OC(C)(C)C